1,4-bis(isocyanato-methyl)cyclohexaneN N(=C=O)CC1=CCC(CC1)CN=C=O